C1=C(C=CC2=CC=CC=C12)NCCC (R)-2-naphthyl-1-propylamine